6-((5-(Difluoromethyl)-3-(6-methyl-3-pyridyl)isoxazol-4-yl)methoxy)-N-tetrahydropyran-4-yl-pyridin-3-carboxamid FC(C1=C(C(=NO1)C=1C=NC(=CC1)C)COC1=CC=C(C=N1)C(=O)NC1CCOCC1)F